N-ethyl-N-(piperidin-4-yl)acetamide hydrochloride Cl.C(C)N(C(C)=O)C1CCNCC1